(-)-N-(2-cyclopropyl-2-(5-fluoro-6-(4-fluorophenyl)-4-(2-hydroxypropan-2-yl)pyridin-2-yl)-2-hydroxyEthyl)-8-(methoxy-d3)-3-methylcinnoline-6-carboxamide C1(CC1)C(CNC(=O)C=1C=C2C=C(N=NC2=C(C1)OC([2H])([2H])[2H])C)(O)C1=NC(=C(C(=C1)C(C)(C)O)F)C1=CC=C(C=C1)F